ethyl-2-(2-formyl-3-methane sulfonamidophenoxy)acetate C(C)OC(COC1=C(C(=CC=C1)NS(=O)(=O)C)C=O)=O